C(C)(C)(C)C=1C(=C(C=C(C1CCCCCCCCC)N1N=C2C(=N1)C=CC=C2)CCC(=O)[O-])O 3-[3-tert-butyl-5-(2H-benzotriazol-2-yl)-4-Nonyl hydroxyphenyl]propionate